ClC=1C(=CC2=C(CC(O2)C=2C=C(/C(/N)=N/O)C=C(C2)F)C1)F (Z)-3-(5-chloro-6-fluoro-2,3-dihydrobenzofuran-2-yl)-5-fluoro-N'-hydroxybenzimidamide